aminopalladium chloride N[Pd]Cl